N-(3-(5-(hydroxymethyl)-1H-1,2,3-triazol-1-yl)propyl)-5-phenylisoxazole-3-carboxamide OCC1=CN=NN1CCCNC(=O)C1=NOC(=C1)C1=CC=CC=C1